C(N)(OC)=O.C(N)(OC1CCCCC1)=O methyl cyclohexyl dicarbamate